COCC=CB(O)O 3-methoxyprop-1-enylboronic acid